FC(F)C=1C(=NC=C(C1)C1=NC(=NC(=N1)N1C(COCC1)(C)C)N1CCN(CC1)CCOC)N difluoromethyl-5-[4-(3,3-dimethylmorpholin-4-yl)-6-[4-(2-methoxyethyl)piperazin-1-yl]-1,3,5-triazin-2-yl]pyridin-2-amine